CN1C=C(C=2C(N(C=C(C21)C)C)=O)C(=O)N[C@@H]2CC[C@H](CC2)OC2=CC=CC=C2 1,5,7-trimethyl-4-oxo-N-(trans-4-phenoxycyclohexyl)-4,5-dihydro-1H-pyrrolo[3,2-c]pyridine-3-carboxamide